methyl 8-bromo-2-chloroquinazoline-4-carboxylate BrC=1C=CC=C2C(=NC(=NC12)Cl)C(=O)OC